FC1(C(CN(CC1CCCOC=1C=C(C=C2C=C(C(N(C12)C)=O)OCC(=O)NC)[N+](=O)[O-])C(=O)[O-])C)F 4,4-difluoro-3-methyl-5-[3-[[1-methyl-3-[2-(methylamino)-2-oxo-ethoxy]-6-nitro-2-oxo-8-quinolyl]oxy]propyl]piperidine-1-carboxylate